2-methyl-6-nitrophenyl (S)-phenylphosphonate C1(=CC=CC=C1)P(OC1=C(C=CC=C1[N+](=O)[O-])C)([O-])=O